2-[(2R)-4-(2-ethyl-6-{1-methyl-5-[(2-oxo-5-propyl-1,2-dihydropyridin-1-yl)methyl]-1H-1,2,3-triazol-4-yl}pyridin-3-yl)morpholin-2-yl]acetic acid C(C)C1=NC(=CC=C1N1C[C@H](OCC1)CC(=O)O)C=1N=NN(C1CN1C(C=CC(=C1)CCC)=O)C